1,3-bis-(2,4-diaminophenoxy)propane HCl Cl.NC1=C(OCCCOC2=C(C=C(C=C2)N)N)C=CC(=C1)N